(4,4-Difluoropiperidin-1-yl)-N-(3-phenylpropyl)-1H-benzo[d]imidazole-1-carboxamide FC1(CCN(CC1)C1=NC2=C(N1C(=O)NCCCC1=CC=CC=C1)C=CC=C2)F